tert-butyl-1,3,3a,4,7,7a-hexahydroisoindole C(C)(C)(C)C1NCC2CC=CCC12